4-(1-(4-((Ethylamino)methyl)-2-fluorophenyl)-2-methyl-1H-imidazol-4-yl)-N-(1-(methylsulfonyl)piperidin-4-yl)-5-(trifluoromethyl)pyrimidin-2-amine C(C)NCC1=CC(=C(C=C1)N1C(=NC(=C1)C1=NC(=NC=C1C(F)(F)F)NC1CCN(CC1)S(=O)(=O)C)C)F